6-[3-bromo-5-chloro-4-(2-hydroxy-2-methylpropoxy)phenyl]-5-methyl-4,5-dihydro-2H-pyridazin-3-one BrC=1C=C(C=C(C1OCC(C)(C)O)Cl)C=1C(CC(NN1)=O)C